D-HomoMethionine N[C@H](CCCSC)C(=O)O